5-[(6R,7S)-7-amino-1-fluoro-3,6-dihydroxy-5,6,7,8-tetrahydronaphthalen-2-yl]-1λ6,2,5-thiadiazolidine-1,1,3-trione N[C@@H]1[C@@H](CC=2C=C(C(=C(C2C1)F)N1CC(NS1(=O)=O)=O)O)O